C(C)OC(C(=C)C=1C=NC=NC1)=O 2-(pyrimidin-5-yl)acrylic acid ethyl ester